2-(3-(2-chloro-5-methoxypyridin-4-yl)-4-(methoxycarbonyl)phenyl)acetic acid ClC1=NC=C(C(=C1)C=1C=C(C=CC1C(=O)OC)CC(=O)O)OC